9-(4-amino-5-bromo-7-methylpyrrolo[2,3-d]pyrimidin-6-yl)-3-azaspiro[5.5]undec-8-ene-3-carboxylic acid 2-methylpropan-2-yl ester CC(C)(C)OC(=O)N1CCC2(CC1)CC=C(CC2)C2=C(C1=C(N=CN=C1N)N2C)Br